NC1=C2C(=NC=N1)N(N=C2C2=CC(=C(C=C2)NC(=O)NC=2OC(=NN2)C(C)(C)C)F)C2CC2 1-(4-(4-AMINO-1-CYCLOPROPYL-1H-PYRAZOLO[3,4-D]PYRIMIDIN-3-YL)-2-FLUOROPHENYL)-3-(5-(TERT-BUTYL)-1,3,4-OXADIAZOL-2-YL)UREA